ClC1=CC=C(C=C1)C1=CC2=C(N=CN(C2=O)[C@H]2COC[C@H]2O)C(=N1)C=1C=NN(C1)C 6-(4-chlorophenyl)-3-((3S,4S)-4-hydroxytetrahydrofuran-3-yl)-8-(1-methyl-1H-pyrazol-4-yl)pyrido[3,4-d]pyrimidin-4(3H)-one